C(C)S(=O)(=O)C=1C(=NC2=CC=CC=C2C1)N1CC=2C=C3C(=CC2C1=O)OC(O3)(F)F 6-(3-ethylsulfonyl-2-quinolyl)-2,2-difluoro-5H-[1,3]dioxolo[4,5-f]isoindol-7-one